4-amino-2-methyl-5-pyrimidinethiol NC1=NC(=NC=C1S)C